alpha-eleostearate C(CCCCCCC\C=C/C=C/C=C/CCCC)(=O)[O-]